4-morpholino-6-(2-pyridyl)-2-[3-[3-(trideuteriomethyl)phenyl]pyrazol-1-yl]furo[3,2-d]pyrimidine O1CCN(CC1)C=1C2=C(N=C(N1)N1N=C(C=C1)C1=CC(=CC=C1)C([2H])([2H])[2H])C=C(O2)C2=NC=CC=C2